6-((2,6-dimethyl-pyrimidin-4-yl)amino)-N-ethoxy-4-((2-methoxy-3-(1-methyl-1H-pyrazol-4-yl)phenyl)amino)-nicotinamide CC1=NC(=CC(=N1)NC1=NC=C(C(=O)NOCC)C(=C1)NC1=C(C(=CC=C1)C=1C=NN(C1)C)OC)C